ClC=1C=C2NC(C=3N(C2=C(C1C1=C2C=CN(C2=CC=C1)CCOC)F)C(=NN3)C)(C)C 7-Chloro-9-fluoro-8-[1-(2-methoxy-ethyl)-1H-indol-4-yl]-1,4,4-trimethyl-5H-[1,2,4]triazolo[4,3-a]quinoxaline